[Pr].[Zr].[Ce].C(C)(C)(C)NS(=O)(=O)NC1=NC=CC(=C1F)CC=1C(=C(C(=C(C(=O)N)C1)NC1=C(C=C(C=C1)I)F)F)F 5-[[2-(tert-butylsulfamoylamino)-3-fluoropyridin-4-yl]methyl]-3,4-difluoro-2-(2-fluoro-4-iodoanilino)benzamide Cerium-zirconium-praseodymium